[OH-].C(C=C)(=O)OCC[N+](CCCS(=O)(=O)O)(C)C [2-(Acryloyloxy)ethyl]-dimethyl-(3-sulfopropyl)-ammonium hydroxide